FC1([C@@H]([C@@H](N(C1)C(C(C)(C)O)=O)CC=1C(=C(C=CC1)C1=CC(=CC(=C1)F)F)F)NS(=O)(=O)CC)F N-{(2s,3r)-4,4-difluoro-1-(2-hydroxy-2-methylpropanoyl)-2-[(2,3',5'-trifluoro[1,1'-biphenyl]-3-yl)methyl]pyrrolidin-3-yl}ethanesulfonamide